(5-acetamido-4-fluoro-2-methylphenyl) thioacetate (ethanethioate) C(C)(O)=S.C(C)(=S)OC1=C(C=C(C(=C1)NC(C)=O)F)C